C(C)(=O)NC1=CC=NN1C1=NN=C(S1)NC(=O)C1=CC(=C(C(O1)=O)OCCOC)C1=C(C=CC=C1OC)OCCO N-(5-(5-acetamido-1H-pyrazol-1-yl)-1,3,4-thiadiazol-2-yl)-4-(2-(2-hydroxyethoxy)-6-methoxyphenyl)-3-(2-methoxyethoxy)-2-oxo-2H-pyran-6-carboxamide